N-[4-(6-amino-5-nitro-pyrimidin-4-yl)oxy-2-methylsulfanyl-phenyl]carbamic acid tert-butyl ester C(C)(C)(C)OC(NC1=C(C=C(C=C1)OC1=NC=NC(=C1[N+](=O)[O-])N)SC)=O